3-methoxy-N-(1,2-oxazol-3-yl)-4-{[3-(4-{[(1S,4S)-4-(dimethylamino)cyclohexyl]amino}-1-(2,2,2-trifluoro-ethyl)-1H-indol-2-yl)prop-2-yn-1-yl]amino}benzene-1-sulfonamide COC=1C=C(C=CC1NCC#CC=1N(C2=CC=CC(=C2C1)NC1CCC(CC1)N(C)C)CC(F)(F)F)S(=O)(=O)NC1=NOC=C1